FC1=CC=C2C(=NN(C2=C1)C(C)C)C(=O)N1CCC(CC1)C1=C(C=CC=C1)C(F)(F)F (6-Fluoro-1-isopropyl-1H-indazol-3-yl)(4-(2-(trifluoromethyl)phenyl)piperidin-1-yl)methanone